N-(8,9-difluoro-4-hydroxy-6-oxo-1,2,3,4,5,6-hexahydrophenanthridin-1-yl)-5-fluoro-N-methyl-1H-indole-2-carboxamide FC=1C=C2C(NC=3C(CCC(C3C2=CC1F)N(C(=O)C=1NC2=CC=C(C=C2C1)F)C)O)=O